tert-butyl 4-(3-(4-methylpyridin-3-yl)-3-oxopropanoyl)piperidine-1-carboxylate CC1=C(C=NC=C1)C(CC(=O)C1CCN(CC1)C(=O)OC(C)(C)C)=O